6,6'-biphenyl-2,2'-diylbis(4,8-dimethyl-1,2,3,5-tetrahydro-s-indacene) C1(=C(C=CC=C1)C=1CC=2C(=C3CCCC3=C(C2C1)C)C)C1=C(C=CC=C1)C=1CC=2C(=C3CCCC3=C(C2C1)C)C